(2R,3R)-(-)-2,3-butanediol C[C@H]([C@@H](C)O)O